N1(C=NC=C1)C(COCC=1C=NC=2N(C1)C(=C(N2)C2=NC(=NN2)C(F)(F)F)C=2N=CNC2)C 5-(6-{[2-(1H-imidazol-1-yl)propoxy]methyl}-3-(1H-imidazol-4-yl)imidazo[1,2-a]pyrimidin-2-yl)-3-(trifluoromethyl)-1H-1,2,4-triazole